tert-butyl 3-(3-bromo-4-chloro-phenyl)-1-ethyl-2,4-dioxo-1,3,8-triazaspiro[4.5]decane-8-carboxylate BrC=1C=C(C=CC1Cl)N1C(N(C2(C1=O)CCN(CC2)C(=O)OC(C)(C)C)CC)=O